6-chloro-7-fluoro-1H-indole-3-sulfonyl chloride ClC1=CC=C2C(=CNC2=C1F)S(=O)(=O)Cl